C(C)C=1C=CC(=C(C1)S(=O)(=O)NC1=NOC2=C1C(=CC(=C2)CN2N=CC(=C2)CNC(C#C)=O)OC)OC N-((1-((3-((5-ethyl-2-methoxyphenyl)sulfonamido)-4-methoxybenzo[d]isoxazol-6-yl)methyl)-1H-pyrazol-4-yl)methyl)propiolamide